NC=1C=C(C=CC1)N1NN(CC(=C1)C1=CC(=CC=C1)N)C1=CC(=CC=C1)N 1,3,5-tris(3-aminophenyl)triazine